C1(CC1)C(=O)N1CCC(CC1)NC1=CC=C2C3(CNCC2=C1)CCCC3 7'-((1-(cyclopropanecarbonyl)piperidin-4-yl)amino)-2',3'-dihydro-1'H-spiro[cyclopentane-1,4'-isoquinoline]